Cl.Cl.N12CCNC(CC1)C2 1,4-diazabicyclo[3.2.1]octane dihydrochlorid